4-((3-(4-(2-(4-methoxyphenyl)propan-2-yl)thiazol-2-yl)ureido)methyl)-N-(1-methylpiperidin-4-yl)benzamide COC1=CC=C(C=C1)C(C)(C)C=1N=C(SC1)NC(NCC1=CC=C(C(=O)NC2CCN(CC2)C)C=C1)=O